FC1=C(C(=CC(=C1)C#CC1=CC=CC=C1)F)N1CC=CC=C1 N-[2,6-difluoro-4-(2-phenylethynyl)phenyl]pyridine